(6S)-3-[2,6-Difluoro-4-[2-(3-pyridyl)ethynyl]phenyl]-1-methyl-spiro[hexahydropyrimidine-6,4'-isochromane]-2,4-dione FC1=C(C(=CC(=C1)C#CC=1C=NC=CC1)F)N1C(N([C@@]2(COCC3=CC=CC=C23)CC1=O)C)=O